4,4-bis{2-(4-hydroxyphenyl)propyl}benzene OC1=CC=C(C=C1)C(CC1(CC=CC=C1)CC(C)C1=CC=C(C=C1)O)C